[Zr].CNC(C)=NC (N,N'-dimethylacetamidine) zirconium